(5aR,5bS,7aS,10aS,10bR,12aR)-5a,7a-dimethyl-2-(pyridin-2-yl)-4,5,5a,5b,6,7,7a,9,10,10a,10b,11,12,12a-tetradecahydro-8H-cyclopenta[7,8]phenanthro[2,1-d]thiazol-8-one C[C@@]12CCC=3N=C(SC3[C@@H]2CC[C@H]2[C@H]3[C@](CC[C@H]12)(C(CC3)=O)C)C3=NC=CC=C3